N[C@@H]1C[C@@H](CCC1)OC1=CN=CC(=N1)NC1=NNC(=C1)OC(F)F 6-(((1R,3S)-3-aminocyclohexyl)oxy)-N-(5-(difluoromethoxy)-1H-pyrazol-3-yl)pyrazin-2-amine